[N+](=O)([O-])N N-nitroamine